iron-ytterbium [Yb].[Fe]